C(C)(C)(C)OC(=O)N1C[C@H](CC1)OC=1C=NC=C(C1)C=1C=C2CCC(N(C2=CC1F)C)=O (S)-3-[5-(7-Fluoro-1-methyl-2-oxo-1,2,3,4-tetrahydro-quinolin-6-yl)-pyridin-3-yloxy]-pyrrolidine-1-carboxylic acid tert-butyl ester